Ethyl (S)-3-(3-(1H-Pyrrol-1-yl)phenyl)-3-(3-(4-hydroxy-1-methyl-2-oxo-1,2-dihydropyridin-3-yl)ureido)propanoat N1(C=CC=C1)C=1C=C(C=CC1)[C@H](CC(=O)OCC)NC(=O)NC=1C(N(C=CC1O)C)=O